dioleoyl-diethylenetriamine C(CCCCCCC\C=C/CCCCCCCC)(=O)N(CCNCCN)C(CCCCCCC\C=C/CCCCCCCC)=O